BrC1=CC=C(C=C1)[C@H]1N(C(OC1)(C)C)C(=O)OC(C)(C)C tert-butyl (4R)-4-(4-bromophenyl)-2,2-dimethyl-1,3-oxazolidine-3-carboxylate